disodium hydroxyethylenediamine diacetate C(C)(=O)[O-].C(C)(=O)[O-].ONCCN.[Na+].[Na+]